CNC(CCCN1S(C=2N(C(C1)C(=O)O)C(C=C(C2C2=CC(=CC=C2)C(F)(F)F)CC2=CC=CC1=CC=CC=C21)=O)(=O)=O)=O 2-(4-(methylamino)-4-oxobutyl)-8-(naphthalen-1-ylmethyl)-6-oxo-9-(3-(trifluoromethyl)phenyl)-3,4-dihydro-2H,6H-pyrido[1,2-e][1,2,5]thiadiazine-4-carboxylic acid 1,1-dioxide